((S,Z)-2-(fluoromethylene)tetrahydro-1H-pyrrolizin-7a(5H)-yl)pyrido[4',3':4,5]thieno[2,3-d]pyrimidine F\C=C/1\C[C@@]2(CCCN2C1)C=1N=CC2=C(N1)SC1=C2C=CN=C1